C(#N)N1[C@@H](CCC1)C(=O)N(C)C=1SC=C(N1)C1=C(C=CC=C1)OC (S)-1-cyano-N-(4-(2-methoxyphenyl)thiazol-2-yl)-N-methylpyrrolidine-2-carboxamide